COC1=CC=C(C2=CC(=CC=C12)OC)C1=NC(=NC(=N1)C(Cl)(Cl)Cl)C(Cl)(Cl)Cl 2-(4,7-dimethoxy-naphth-1-yl)-4,6-bis-trichloromethyl-s-triazine